N-(2-(9-methoxy-3,4-dihydropyrazino[1,2-a]indol-2(1H)-yl)ethyl)tetrahydro-2H-pyran-4-carboxamide COC=1C=2C=C3N(C2C=CC1)CCN(C3)CCNC(=O)C3CCOCC3